3-amino-5-(trifluoromethyl)picolinonitrile NC=1C(=NC=C(C1)C(F)(F)F)C#N